N-(1-cyanopyrrolidin-3-yl)-6-(4-phenoxypiperidin-1-yl)picolinamide C(#N)N1CC(CC1)NC(C1=NC(=CC=C1)N1CCC(CC1)OC1=CC=CC=C1)=O